C(CCC)N(CCO)CCCC 2-(dibutylamino)ethanol